tert-butyl (2R,6S)-2,6-dimethyl-4-[8-[(1-methylindazol-4-yl)carbamoyl]quinoxalin-5-yl]piperazine-1-carboxylate C[C@H]1N([C@H](CN(C1)C1=C2N=CC=NC2=C(C=C1)C(NC1=C2C=NN(C2=CC=C1)C)=O)C)C(=O)OC(C)(C)C